C(C)(C)(C)OC(NC1(CCN(CC1)C1=NC=C(N=C1)SC1=C(C(=CC=C1)N)Cl)C)=O (1-(5-((3-Amino-2-chlorophenyl)thio)pyrazin-2-yl)-4-methylpiperidin-4-yl)carbamic acid tert-butyl ester